8-Cyclohexadecen C1CCCCCCC=CCCCCCCC1